3-(4-(4-(1-(4-(4-chlorophenoxy)phenyl)-2-pentyl-1H-imidazol-4-yl)piperidin-1-yl)butyl)-1H-indole-5-carbonitrile ClC1=CC=C(OC2=CC=C(C=C2)N2C(=NC(=C2)C2CCN(CC2)CCCCC2=CNC3=CC=C(C=C23)C#N)CCCCC)C=C1